C(=O)(OCC1C2=CC=CC=C2C2=CC=CC=C12)N[C@@H](CC1=CNC2=CC=C(C=C12)Cl)C(=O)O |r| Fmoc-5-chloro-DL-tryptophan